BrC1=CC=C(C(=O)C2C(=O)OCCC2)C=C1 (alpha-p-bromobenzoyl)valerolactone